C(C1=CC=CC=C1)C1=CC(=NN1)C(=O)NC1C2C(C3=C(N(C1=O)C)N=CC=C3)C2 5-benzyl-N-(cis-4-methyl-3-oxo-1,1a,2,3,4,8b-hexahydrocycloprop[d]pyrido[2,3-b]azepin-2-yl)-1H-pyrazole-3-carboxamide